[1,2,3]triazolo[4,5-c][1,7]naphthyridin-6-amine N1N=NC=2C=NC3=C(N=CC=C3C21)N